t-butyl 4-((6-((3R,4R)-4-(3,4-dihydroisoquinolin-2(1H)-yl)-3-hydroxypiperidine-1-carbonyl)-2-(pentan-3-yloxy)pyrimidin-4-yl)amino)piperidine-1-carboxylate C1N(CCC2=CC=CC=C12)[C@H]1[C@@H](CN(CC1)C(=O)C1=CC(=NC(=N1)OC(CC)CC)NC1CCN(CC1)C(=O)OC(C)(C)C)O